C1(CCC1)N1C(C(N(C=C1)CC=1SC(=NN1)C1=CC=CC=C1)=O)=O 1-cyclobutyl-4-((5-phenyl-1,3,4-thiadiazol-2-yl)methyl)-1,4-dihydropyrazine-2,3-dione